2-(2-chlorophenyl)-N-(4-(((1-methyl-1H-imidazol-5-yl)oxy)methyl)-3-sulfamylphenyl)acetamide ClC1=C(C=CC=C1)CC(=O)NC1=CC(=C(C=C1)COC1=CN=CN1C)S(N)(=O)=O